N-((1S)-3-chloro-2-oxo-1-{[(3S)-2-oxopyrrolidin-3-yl]methyl}propyl)-N-[(4-methoxy-1H-indol-2-yl)carbonyl]-L-phenylalaninamide ClCC([C@H](C[C@H]1C(NCC1)=O)N(C([C@@H](N)CC1=CC=CC=C1)=O)C(=O)C=1NC2=CC=CC(=C2C1)OC)=O